2-amino-3-hydroxyoctadec-4-en-1-ol NC(CO)C(C=CCCCCCCCCCCCCC)O